BrCC1C2CCC(C1)C2 5-bromomethyl-bicyclo[2.2.1]-heptane